methoxyl-formyl-lithium O(C)C(=O)[Li]